ClC=1C2=C(N=CN1)C(=CN2C2=CC=CC=C2)C2=CC=C(C=C2)OCCCN2CCOCC2 4-Chloro-7-[4-(3-morpholin-4-ylpropoxy)phenyl]-5-phenyl-5H-pyrrolo[3,2-d]pyrimidine